C(CCCCCCC)C(C(=O)OCCCCC(OC(NCCOCCN(C)C)=O)CCCCOC(C(CCCCCCCC)CCCCCCCC)=O)CCCCCCCC 2-methyl-11-{4-[(2-octyl-1-oxodecyl) oxy] butyl}-9-oxo-2,8-diaza-5,10-dioxapentadecan-15-yl 2-octyldecanoate